N=1N2C(=C(C1)C1=CN3C(S1)=C(C=N3)C(=O)NC=3C(=NC=C(C(=O)OC)C3)C)CCC2 Methyl 5-(2-(5,6-dihydro-4H-pyrrolo[1,2-b]pyrazol-3-yl)pyrazolo[5,1-b]thiazole-7-carboxamido)-6-methylnicotinate